N-(2-methoxy-2-oxoethyl)-N,N-dimethylcyclopropylammonium COC(C[N+](C)(C)C1CC1)=O